4,6-Heptadiyn-3-ol CCC(C#CC#C)O